methyl 3-[4-[bis(2-methoxyethyl)amino]anilino]-5-(methylamino)-6-(3-methylimidazo[4,5-c]pyridin-7-yl)pyrazine-2-carboxylate COCCN(C1=CC=C(NC=2C(=NC(=C(N2)NC)C=2C3=C(C=NC2)N(C=N3)C)C(=O)OC)C=C1)CCOC